2,4-diamino-3,5-dimethyl-thiophenyl-benzene NC=1S(C(=C(C1C)N)C)C1=CC=CC=C1